N-methyl[1,3]thiazolo[5,4-d][1,3]thiazol-2-amine formate C(=O)O.CNC=1SC=2N=CSC2N1